O(C1=CC=CC=C1)C=1C=C(C(=O)NC=2C=CC3=C(N=C(O3)C=3C=NC=CC3)C2)C=CC1 3-Phenoxy-N-[2-(pyridin-3-yl)-1,3-benzoxazol-5-yl]benzamide